C[C@H]1NCCC2=CC(=CC=C12)C(F)(F)F (R)-1-methyl-6-(trifluoromethyl)-1,2,3,4-tetrahydroisoquinoline